tri-tert-butyl (3S,10S,14S)-1-[(1r,4S)-4-(aminomethyl)cyclohexyl]-1,4,12-trioxo-3-[(3,4,5-trifluorophenyl)methyl]-2,5,11,13-tetraazahexadecane-10,14,16-tricarboxylate NCC1CCC(CC1)C(N[C@H](C(NCCCC[C@H](NC(N[C@@H](CCC(=O)OC(C)(C)C)C(=O)OC(C)(C)C)=O)C(=O)OC(C)(C)C)=O)CC1=CC(=C(C(=C1)F)F)F)=O